C(C1=CC=CC=C1)OC1[C@H](NC(CCC)=O)[C@@H](OCC2=CC=CC=C2)[C@H](O)[C@H](O1)COC(CCCNC(=O)OC(C)(C)C)=O 1,3-di-O-benzyl-6-O-(4-tert-butoxycarbonylaminobutyryl)-2-N-butyryl-D-glucosamine